8-(5-((3,4-dichlorophenyl)difluoromethyl)-1,3,4-oxadiazol-2-yl)-2,6-diazaspiro[3.4]octane-2,6-dicarboxylate ClC=1C=C(C=CC1Cl)C(C1=NN=C(O1)C1CN(CC12CN(C2)C(=O)[O-])C(=O)[O-])(F)F